(7S)-4,7-difluoro-N-[(1R)-3-(4-hydroxy-4-methylpiperidin-1-yl)-1-(6-pyridazin-4-ylpyridin-3-yl)propyl]-7-(1-methylethyl)-5,6,7,8-tetrahydroacridine-2-carboxamide FC1=CC(=CC2=CC=3C[C@@](CCC3N=C12)(C(C)C)F)C(=O)N[C@H](CCN1CCC(CC1)(C)O)C=1C=NC(=CC1)C1=CN=NC=C1